dodecyl-triethoxysilane C(CCCCCCCCCCC)[Si](OCC)(OCC)OCC